N1=C(N=CC=C1)C1(CC1)NC(=O)[C@@H]1CN(CC[C@H]1NC(=O)C1=NOC(=C1)C1=C(C=C(C=C1)F)F)C(C)(C)C |o1:12,17| (3R*,4R*)-1-tert-Butyl-4-{[5-(2,4-difluoro-phenyl)-isoxazole-3-carbonyl]-amino}-piperidine-3-carboxylic acid (1-pyrimidin-2-yl-cyclopropyl)-amide